ClC=1C=C(C=CC1F)C(N1C[C@@H](N(C[C@H]1C)C=1C=2N=C(N(C2N2C(N1)=NN=C2)C[C@H]2OCCC2)C)C)C2=CC=C(C=C2)Br 4-((2S,5R)-4-((3-chloro-4-fluorophenyl)(4-bromophenyl)methyl)-2,5-dimethylpiperazin-1-yl)-2-methyl-1-(((S)-tetrahydrofuran-2-yl)methyl)-1H-[1,2,4]triazolo[3,4-b]purine